[N+](=O)([O-])C1(COC1)CCC=O 3-(3-nitrooxetan-3-yl)propan-1-one